4-amino-1-((2R,4S,5S)-5-fluoro-4-hydroxy-5-(hydroxymethyl)tetrahydrofuran-2-yl)pyrimidin-2(1H)-one NC1=NC(N(C=C1)[C@@H]1O[C@@]([C@H](C1)O)(CO)F)=O